1-tert-butyl-9,10-bis(isobutylcarbonyloxy)anthracene C(C)(C)(C)C1=CC=CC2=C(C3=CC=CC=C3C(=C12)OC(=O)CC(C)C)OC(=O)CC(C)C